BrC1=NC=CC(=C1F)CBr 2-bromo-4-(bromomethyl)-3-fluoro-pyridine